N6-(1,3-dimethyl-1H-pyrazol-4-yl)-3-iodo-1-(propan-2-yl)-1H-pyrazolo[3,4-d]pyrimidine-4,6-diamine CN1N=C(C(=C1)NC1=NC(=C2C(=N1)N(N=C2I)C(C)C)N)C